Methyl (1S,3S)-3-((2-methyl-6-(1-methyl-5-((3-phenyl-1,2,4-oxadiazol-5-yl)amino)-1H-1,2,3-triazol-4-yl)pyridin-3-yl)oxy)cyclohexane-1-carboxylate CC1=NC(=CC=C1O[C@@H]1C[C@H](CCC1)C(=O)OC)C=1N=NN(C1NC1=NC(=NO1)C1=CC=CC=C1)C